(3,4-epoxycyclohexyl) methacrylate C(C(=C)C)(=O)OC1CC2C(CC1)O2